FC(C1=NC=CC(=C1)C=1OC=NN1)(F)F 2-[2-(trifluoromethyl)-4-pyridyl]-1,3,4-oxadiazole